CN(CCN(C1=C(C=C(C=C1)C1=C(OC=2N=CN=C(C21)NCC)C2=CC=CC=C2)NC(C=C)=O)C)C N-(2-{[2-(Dimethylamino)ethyl](methyl)amino}-5-[4-(ethylamino)-6-phenylfuro[2,3-d]pyrimidin-5-yl]phenyl)prop-2-enamide